FC1=C(C(=CC=C1)F)C=1NC2=C(N1)C=CC=C2 2-(2',6'-difluorophenyl)benzimidazole